N[C@H](C)C=1C=C(C=C(C1)CO)C1(CN(C1)C(=O)OC(C)(C)C)F tert-butyl (R)-3-(3-(1-aminoethyl)-5-(hydroxymethyl) phenyl)-3-fluoroazetidine-1-carboxylate